ethyl 3-(7-formyl-1-benzothiophen-5-yl)-3-[1-(2-hydroxy-2-methylpropyl)-4-methyl-1H-benzotriazol-5-yl]propanoate C(=O)C1=CC(=CC=2C=CSC21)C(CC(=O)OCC)C2=C(C1=C(N(N=N1)CC(C)(C)O)C=C2)C